C(C)(=O)C1=C(NC2=C(C=CC(=C2C1=O)Cl)Br)SCC1=CC(=CC=C1)I 3-acetyl-8-bromo-5-chloro-2-((3-iodobenzyl)thio)quinolin-4(1H)-one